BrC1=CC(=C(C=C1)C1(COC1)O)OC 3-(4-bromo-2-methoxyphenyl)oxetan-3-ol